1,1-difluoropropan-2-one FC(C(C)=O)F